OC(CN(C(C1=CC=CC=C1)=O)CC(C)O)C N,N-bis(β-hydroxypropyl)benzamide